C(C)OC1=CC=C(C=N1)C1=CN=CC(=N1)C(=O)NC=1N(C2=C(C=CC(=C2C1)F)OC)C 6-(6-ethoxypyridin-3-yl)-N-(4-fluoro-7-methoxy-1-methyl-1H-indol-2-yl)pyrazine-2-carboxamide